barium lead strontium calcium [Ca].[Sr].[Pb].[Ba]